COCCCNC1=NSC(=N1)N N3-(3-methoxypropyl)-1,2,4-thiadiazole-3,5-diamine